ethylenedilithium dicarbonate C(=O)(O)OC(=O)O.C(C[Li])[Li]